3,3''-((3R,4R)-3,4-dimethoxy-2,5-dimethylhexane-2,5-diyl)bis(2',4',6'-trimethyl-[1,1'-biphenyl]-2-ol) CO[C@H](C(C)(C)C1=C(C(=CC=C1)C1=C(C=C(C=C1C)C)C)O)[C@@H](C(C)(C)C1=C(C(=CC=C1)C1=C(C=C(C=C1C)C)C)O)OC